CC(=CO)CC(C)O 2-methylpentene-1,4-diol